cyclohexylmethyl-phosphonic acid C1(CCCCC1)CP(O)(O)=O